((4r,5s,7r,8r,9s,10r)-8,10-dihydroxy-7-(hydroxymethyl)-9-(4-(3,4,5-trifluorophenyl)-1H-1,2,3-triazol-1-yl)-1,6-dioxaspiro[4.5]dec-4-yl)-2-(3-fluorophenyl)acetamide O[C@H]1[C@H](O[C@@]2([C@H](CCO2)C(C(=O)N)C2=CC(=CC=C2)F)[C@@H]([C@H]1N1N=NC(=C1)C1=CC(=C(C(=C1)F)F)F)O)CO